di(4-isopropylphenyl) sulfone C(C)(C)C1=CC=C(C=C1)S(=O)(=O)C1=CC=C(C=C1)C(C)C